[Si]([O-])([O-])([O-])[O-].[O-2].[Al+3].[Mg+2].[Ca+2] calcium-magnesium aluminum oxide silicate